Acetic acid 7-[4-(4-benzo[b]thiophen-4-ylpiperazin-1-yl)butoxy]-4,4-dimethyl-2-oxo-3,4-dihydro-2H-quinolin-1-ylmethyl ester S1C2=C(C=C1)C(=CC=C2)N2CCN(CC2)CCCCOC2=CC=C1C(CC(N(C1=C2)COC(C)=O)=O)(C)C